ClC1=C(C=CC=C1)C1=CC(=C(S1)C(=O)OC)NC(=O)NC=1C=NC=C2C=CC(=NC12)OC methyl 5-(2-chlorophenyl)-3-(3-(2-methoxy-1,6-naphthyridin-8-yl)ureido)thiophene-2-carboxylate